N1C=CC=CC1 1,6-dihydropyridin